C(C)OC1=C(C(=CC(=C1O)[N+](=O)[O-])[N+](=O)[O-])O 2-ethoxy-4,6-dinitro-1,3-benzene-diol